Cl.FC(COCCN)F 2-(2,2-difluoroethoxy)ethylamine HCl